O[C@@H]1[C@H](CCCC1)NC(=O)C=1C=CC(=C(C1)NC(=O)C1=CN=C(S1)NC1(CCC1)C)C N-(5-{[(1S,2S)-2-hydroxycyclohexyl]carbamoyl}-2-methylphenyl)-2-[(1-methylcyclobutyl)amino]-1,3-thiazole-5-carboxamide